iodopropynyl butylcarbamate (iodopropynylbutylcarbamate) ICC#CN(C(O)=O)CCCC.C(CCC)NC(OC#CCI)=O